BrC=1C=C2C(=CC=NC2=CC1)OC=1C=C(C=C(C1)OC)CC(=O)N (3-((6-bromoquinolin-4-yl)oxy)-5-methoxyphenyl)acetamide